2-(6-{5-chloro-2-[(oxan-4-yl)amino]pyrimidin-4-yl}-1-oxo-2,3-dihydro-1H-isoindol-2-yl)-N-[(1R)-1-(hydroxymethyl)-6-methoxy-2,3-dihydro-1H-inden-1-yl]acetamide ClC=1C(=NC(=NC1)NC1CCOCC1)C1=CC=C2CN(C(C2=C1)=O)CC(=O)N[C@@]1(CCC2=CC=C(C=C12)OC)CO